(3R)-3-{[9-fluoro-2-(1-methyl-1H-pyrazol-4-yl)[1,2,4]triazolo[1,5-c]quinazolin-5-yl]amino}azepan-2-one FC1=CC=2C=3N(C(=NC2C=C1)N[C@H]1C(NCCCC1)=O)N=C(N3)C=3C=NN(C3)C